(6E)-3,7-DIMETHYL-1,6-NONADIEN-3-YL ACETATE C(C)(=O)OC(C=C)(CC\C=C(\CC)/C)C